CN1N=CC(=C1COCCOC1=C(C=CC=C1)C=C)B1OC(C(O1)(C)C)(C)C 1-methyl-4-(4,4,5,5-tetramethyl-1,3,2-dioxaborolan-2-yl)-5-[2-(2-vinylphenoxy)ethoxymethyl]pyrazole